COC1=C(CNC)C=CC(=C1)OC (2,4-dimethoxybenzyl)methylamine